OC1=CC=C(C=C1)/C(=C(\CC)/C1=CC=CC=C1)/C1=CC=C(OCC(C)N2CCN(CC2)CCOC2=C3CN(C(C3=CC=C2)=O)C2C(NC(CC2)=O)=O)C=C1 (Z)-3-(4-(2-(4-(1-(4-(1-(4-hydroxyphenyl)-2-phenylbut-1-en-1-yl)phenoxy)propan-2-yl)piperazin-1-yl)ethoxy)-1-oxoisoindolin-2-yl)piperidine-2,6-dione